C1(=CC=CC=C1)C(C(=O)O)=[N+]=[N-] phenyl-α-diazoacetic acid